FC1=C(C=C(C=C1)NC(=O)C=1N(C=C2C1OC[C@H]1[C@@H](NS2(=O)=O)CN(C1)C(=O)[C@@H]1OCCC1)C)C (3aR,10aR)-N-(4-Fluoro-3-methylphenyl)-7-methyl-2-((R)-tetrahydrofuran-2-carbonyl)-2,3,3a,4,10,10a-hexahydro-1H,7H-dipyrrolo[3,4-b:3',4'-f][1,4,5]oxathiazocin-8-carboxamid-5,5-dioxid